OC1=CC=C2C(CC(OC2=C1)(C)C)=O 7-hydroxy-2,2-dimethylchromen-4-one